5-Bromo-N-(5-chloro-2-hydroxy-3-(3-(methylsulfonyl)azetidine-1-carbonyl)phenyl)-2-methoxybenzenesulfonamide BrC=1C=CC(=C(C1)S(=O)(=O)NC1=C(C(=CC(=C1)Cl)C(=O)N1CC(C1)S(=O)(=O)C)O)OC